1-[2-[[1-(4-chloro-phenyl)pyrazol-3-yl]oxymethyl]-3-fluoro-phenyl]-4-methyl-tetrazol-5-one ClC1=CC=C(C=C1)N1N=C(C=C1)OCC1=C(C=CC=C1F)N1N=NN(C1=O)C